8-methyl-nonanoic acid CC(CCCCCCC(=O)O)C